C(C)OC(C1=NC=CC=C1CNC(=O)OC(C)(C)C)=O (((tert-Butoxycarbonyl)amino)methyl)picolinic acid ethyl ester